4-Bromo-5-(2-(dimethylamino)ethoxy)-2-methyl-N-(1-(naphthalen-1-yl)cyclopropyl)benzamide BrC1=CC(=C(C(=O)NC2(CC2)C2=CC=CC3=CC=CC=C23)C=C1OCCN(C)C)C